BrC1=CC2=C(NC(C3N(C2=O)CCN(C3)C(COC3=C(C=C(C=C3)OC(F)(F)F)C)=O)=O)C=C1 8-bromo-2-(2-(2-methyl-4-(trifluoromethoxy)phenoxy)acetyl)-1,3,4,12a-tetrahydrobenzo[e]pyrazino[1,2-a][1,4]diazepine-6,12(2H,11H)-dione